henicosylamine C(CCCCCCCCCCCCCCCCCCCC)N